CSCC(=O)NCCC 2-methylsulfanyl-N-propylacetamide